C1(=CC=CC=C1)C(C(=O)[O-])(CCCCCCCC)C1=CC=CC=C1 diphenyldecanoate